tert-Butyl N-[3-cyano-4-(3-ethylsulfanyl-5-fluoro-1-methoxy-7,9-dihydrofuro[3,4-f]quinazolin-6-yl)-5-fluoro-benzothiophen-2-yl]carbamate C(#N)C1=C(SC2=C1C(=C(C=C2)F)C=2C1=C(C=3C(=NC(=NC3C2F)SCC)OC)COC1)NC(OC(C)(C)C)=O